2,6-di-tert-butyl-4-(4-methylbenzylidene)cyclohexa-2,5-dien-1-one C(C)(C)(C)C=1C(C(=CC(C1)=CC1=CC=C(C=C1)C)C(C)(C)C)=O